4-(3-chloro-6-oxopyridazin-1(6H)-yl)pyrrolidine-2-carboxamide ClC1=NN(C(C=C1)=O)C1CC(NC1)C(=O)N